2,2-difluoro-benzodioxole FC1(OC2=C(O1)C=CC=C2)F